YTTRIUM OXID vinyl-acetate (r-vinyl-acetate) C(=C)CC(=O)[O-].C(=C)CC(=O)O.[O-2].[Y+3]